Hept-2-en-6-one CC=CCCC(C)=O